C(CC)OCCOCCC(=O)[O-] 3-(2-propoxyethoxy)propanoate